N=1N(N=C2C1C=CC=C2)C=2C=C(C=C(C2O)C(C)(C)C)OC(CC)=O 3-(2H-benzotriazol-2-yl)-5-(1,1-dimethylethyl)-4-hydroxyphenylpropionate